bis[4-[(3-methylbenzo-1,3-oxazol-2-yl)methylidene]-1,4-dihydro-quinolinium] tetraiodide [I-].[I-].[I-].[I-].CN1C(OC2=C1C=CC=C2)C=C2C=C[NH2+]C1=CC=CC=C21.CN2C(OC1=C2C=CC=C1)C=C1C=C[NH2+]C2=CC=CC=C12